COC[C@@H]1N(CCC1)C=1SC2=C(N1)C=CC(=C2)N2C=C(C(C=C2C2=CC=C(C=C2)N2C[C@@H](CC2)OC)=O)C(=O)O 1-(2-((R)-2-(methoxymethyl)pyrrolidin-1-yl)benzo[d]thiazol-6-yl)-6-(4-((R)-3-methoxypyrrolidin-1-yl)phenyl)-4-oxo-1,4-dihydropyridin-3-carboxylic acid